C[C@H](CCC(=O)NCC(=O)O)[C@H]1CC[C@@H]2[C@@]1(CC[C@H]3[C@H]2[C@@H](C[C@H]4[C@@]3(CC[C@H](C4)OS(=O)(=O)O)C)O)C The molecule is a steroid sulfate that is the 3-O-sulfo derivative of glycochenodeoxycholic acid. It has a role as a metabolite. It is a bile acid glycine conjugate, a steroid sulfate and a 7alpha-hydroxy steroid. It derives from a glycochenodeoxycholic acid.